7-cyano-4-(isopropylamino)-N-(tetrahydro-2H-pyran-3-yl)benzo[5,6][1,4]dioxino[2,3-b]pyridine-3-carboxamide C(#N)C=1C=CC2=C(OC=3C(=NC=C(C3NC(C)C)C(=O)NC3COCCC3)O2)C1